benzoic acid anion C(C1=CC=CC=C1)(=O)[O-]